4-(4-amino-5-iodo-7H-pyrrolo[2,3-d]pyrimidin-7-yl)cyclohexanone NC=1C2=C(N=CN1)N(C=C2I)C2CCC(CC2)=O